ethyl 4-(2-furyl)-2-(2-methoxyethylamino)-6-[[1-[3-(trifluoromethyl)phenyl]cyclopropyl]amino]pyrimidine-5-carboxylate O1C(=CC=C1)C1=NC(=NC(=C1C(=O)OCC)NC1(CC1)C1=CC(=CC=C1)C(F)(F)F)NCCOC